(2S,3R)-3-[(ethanesulfonyl)amino]-4,4-difluoro-2-[(3'-fluoro[1,1'-biphenyl]-3-yl)methyl]pyrrolidine-1-carboxylic acid tert-butyl ester C(C)(C)(C)OC(=O)N1[C@H]([C@H](C(C1)(F)F)NS(=O)(=O)CC)CC=1C=C(C=CC1)C1=CC(=CC=C1)F